CN1C(N(C(C=2N(C=NC12)C)=O)CCOC1=C(C(=O)O)C=CC=C1)=O (2-(3,7-dimethyl-2,6-dioxo-2,3,6,7-tetrahydro-1H-purin-1-yl)ethoxy)benzoic acid